2,3-dimethylthienopyrazine CC1=NC2=C(N=C1C)SC=C2